ClC1=CC=C(C=C1)N1C(=CC=2C1=NC=CC2)C(=O)NC2CCC2 1-(4-Chlorophenyl)-N-cyclobutyl-1H-pyrrolo[2,3-b]pyridine-2-carboxamide